methyl 4-(6-(indolin-6-yloxy)indolin-1-yl)butanoate N1CCC2=CC=C(C=C12)OC1=CC=C2CCN(C2=C1)CCCC(=O)OC